FC1=C(C(=C(C(=N1)N)I)I)I 6-fluoro-3,4,5-triiodopyridin-2-amine